FC(C=1C(=C(C=CC1)[C@@H](C)NC(=O)C1=CN(C(C=C1NC[C@@H]1N2CCC(C1)CC2)=O)C2(CC2)C(F)F)F)F N-((R)-1-(3-(difluoromethyl)-2-fluorophenyl)ethyl)-1-(1-(difluoromethyl)cyclopropyl)-6-oxo-4-((((R)-quinuclidin-2-yl)methyl)amino)-1,6-dihydropyridine-3-carboxamide